COC=1C=C2C=NN(C2=C(C1)[N+](=O)[O-])C 5-METHOXY-1-METHYL-7-NITRO-1H-INDAZOLE